2,6-diisopropylbenzenesulfinic acid C(C)(C)C1=C(C(=CC=C1)C(C)C)S(=O)O